8-bromo-6-(difluoromethyl)isoquinoline BrC=1C=C(C=C2C=CN=CC12)C(F)F